1-(3-chloro-5-fluorophenyl)-5,5-difluoro-3-vinyl-4,5,6,7-tetrahydro-1H-indol-4-ol ClC=1C=C(C=C(C1)F)N1C=C(C=2C(C(CCC12)(F)F)O)C=C